CC=1C=C(C=CC1)C=1C(=C(C=CC1NC1=CC=CC=C1)C1=CC=C(C=C1)NC1=CC=CC=C1)C1=CC(=CC=C1)C bis(3-methylphenyl)-N,N'-diphenyl-(1,1'-biphenyl)-4,4'-diamine